tert-butyl (R)-(1-(4-(5-(3-cyano-6-(2-hydroxy-2-methyl propoxy)pyrazolo[1,5-a]pyridin-4-yl)pyridin-2-yl)piperazin-1-yl)-4-methyl-1-oxopentan-2-yl)carbamate C(#N)C=1C=NN2C1C(=CC(=C2)OCC(C)(C)O)C=2C=CC(=NC2)N2CCN(CC2)C([C@@H](CC(C)C)NC(OC(C)(C)C)=O)=O